tert-butyl 3-(2-(2-((trans-4-(2-(dibenzylamino)ethoxy)cyclohexyl)oxy)ethoxy)ethoxy)propanoate C(C1=CC=CC=C1)N(CCO[C@@H]1CC[C@H](CC1)OCCOCCOCCC(=O)OC(C)(C)C)CC1=CC=CC=C1